C(C)(C)(C)OC(=O)N[C@@H]1[C@H](CCC[C@@H]1O)C(=O)O |o1:8,9,13| (1S,2R,3S)-rel-2-((tert-butoxycarbonyl)amino)-3-hydroxycyclohexane-1-carboxylic acid